COCCN(C=1N=C(C2=C(N1)C(=NC(=N2)N(CCOC)CCOC)N2CCC(CC2)OC)N(CC=2C=NC=CC2)C)CCOC N2,N2,N6,N6-tetrakis(2-methoxyethyl)-8-(4-methoxypiperidin-1-yl)-N4-methyl-N4-(pyridin-3-ylmethyl)pyrimido[5,4-d]pyrimidine-2,4,6-triamine